C(C)(C)C1=NNC2=CC=C(C=C12)C(=O)NC1(CS(C1)(=O)=O)C 3-isopropyl-N-(3-methyl-1,1-dioxidothietan-3-yl)-1H-indazole-5-carboxamide